C1(CC2C(CC1)O2)COC(CCCCCCCCC(=O)OCC2CC1C(CC2)O1)=O.FC1=CC(=NC=C1)NC(C1=CC=CC=C1)=O N-(4-fluoropyridin-2-yl)benzamide bis(3,4-epoxycyclohexylmethyl)sebacate